[(1S)-1-[5-[[(2R)-2-[[4-[[5-chloro-4-[6-[(4-cyanotetrahydropyran-4-yl)methylamino]-2-pyridyl]-2-pyridyl]amino]cyclohexyl]amino]propoxy]methyl]tetrazol-2-yl]ethyl]ethyl carbonate C(OCC[C@H](C)N1N=C(N=N1)COC[C@@H](C)NC1CCC(CC1)NC1=NC=C(C(=C1)C1=NC(=CC=C1)NCC1(CCOCC1)C#N)Cl)([O-])=O